C(C1=CC=CC=C1)N1C[C@@H](N(C[C@H]1C)C1=CC(N(C=2C=CC(=NC12)C#N)C)=O)C 8-[(2S,5R)-4-benzyl-2,5-dimethylpiperazin-1-yl]-5-methyl-6-oxo-5,6-dihydro-1,5-naphthyridine-2-carbonitrile